2-(4-bromo-2-fluorophenoxy)pyrimidine-4-carbaldehyde BrC1=CC(=C(OC2=NC=CC(=N2)C=O)C=C1)F